3-(4-Methoxy-5-(1-methylcyclopropyl)-7H-pyrrolo[2,3-d]pyrimidin-7-yl)benzonitrile COC=1C2=C(N=CN1)N(C=C2C2(CC2)C)C=2C=C(C#N)C=CC2